O=C1OCCN1C1=C(C(=O)O)C=CC=C1 2-(2-oxooxazolidin-3-yl)benzoic acid